BrC=1C=C(C=CC1)N1CC(CC1)C(=O)N[C@H]1[C@H]2CC[C@@H](C1)N2C#N 1-(3-bromophenyl)-N-((1R,2R,4S)-7-cyano-7-azabicyclo[2.2.1]heptan-2-yl)-3-pyrrolidinecarboxamide